3-trifluoromethyl-5-(4,4,5,5-tetramethyl-1,3,2-dioxaborolan-2-yl)-1-phenyl-1H-pyrazole FC(C1=NN(C(=C1)B1OC(C(O1)(C)C)(C)C)C1=CC=CC=C1)(F)F